FC=1C=C(C=CC1CN1C(NC=2N=NC=3C=C(C=CC3C21)OC)=O)S(=O)(=O)N 3-fluoro-4-((7-methoxy-2-oxo-2,3-dihydro-1H-imidazo[4,5-c]cinnolin-1-yl)methyl)benzenesulfonamide